C(C1=CC=CC=C1)OC(=O)NCCN(C(C1=CC=CC=C1)=O)CCNC(=O)C1=CC=C(CN(C(OC(C)(C)C)=O)C)C=C1 tert-butyl (4-((2-(N-(2-(((benzyloxy)carbonyl)amino)ethyl)benzamido) ethyl)carbamoyl)benzyl)(methyl)carbamate